N-(4-(4-Chlorophenyl)thiazol-2-yl)-2-((4-oxo-3-phenethyl-3,4-dihydropteridin-2-yl)thio)acetamide ClC1=CC=C(C=C1)C=1N=C(SC1)NC(CSC1=NC2=NC=CN=C2C(N1CCC1=CC=CC=C1)=O)=O